COC=1C=C(C=CC1C)NC(=O)C1CCC(CC1)N1C(NC2=C(C1)C(=NC=C2)C)=O (1s,4s)-N-(3-Methoxy-4-methylphenyl)-4-(5-methyl-2-oxo-1,2-dihydropyrido[4,3-d]pyrimidin-3(4H)-yl)cyclohexanecarboxamide